C(C)(C)(C)OC(=O)N1CCC(CC1)CN(C1CC(C1)OC1=CC=C(C(=O)O)C=C1)C(C)C 4-[3-[(1-tert-butoxycarbonyl-4-piperidinyl)methyl-isopropyl-amino]cyclobutoxy]benzoic acid